homomorpholinamide N1(CCOCCC1)C(=O)N